N(N)C1=CC=C(C(=O)N)C=C1 4-hydrazineylbenzamide